3-{[(phenylamino)carbonyl]amino}benzenesulfonamide tert-butyl-4-(2-(6-methoxy-2-methyl-2H-indazol-5-yl)-7-oxothiazolo[4,5-d]pyrimidin-6(7H)-yl)piperidine-1-carboxylate C(C)(C)(C)OC(=O)N1CCC(CC1)N1C=NC2=C(C1=O)SC(=N2)C2=CC1=CN(N=C1C=C2OC)C.C2(=CC=CC=C2)NC(=O)NC=2C=C(C=CC2)S(=O)(=O)N